ClC=1C=CC(=NC1)NC(=O)C=1C2=C(N=C(N1)N1C=NC=C1)C=CN2 N-(5-chloropyridin-2-yl)-2-(1H-imidazol-1-yl)-5H-pyrrolo[3,2-d]pyrimidine-4-carboxamide